(3R)-3-[[(R)-tert-butylsulfinyl]amino]spiro[3H-benzofuran-2,4'-piperidine]-1'-carboxylic acid tert-butyl ester C(C)(C)(C)OC(=O)N1CCC2(CC1)OC1=C([C@H]2N[S@](=O)C(C)(C)C)C=CC=C1